[4-(14-amino-3,6,9,12-tetraoxatetradec-1-yl)-3-methyl-2-oxo-1,3-benzodiazol-1-yl]piperidine-2,6-dione hydrochloride Cl.NCCOCCOCCOCCOCCC1=CC=CC=2N(C(N(C21)C)=O)N2C(CCCC2=O)=O